C(N)(=O)[C@H]1N2C(N([C@H](C=C1C1CC1)C2)O[C@H](C(=O)O)F)=O (2S)-2-(((2S,5r)-2-carbamoyl-3-cyclopropyl-7-oxo-1,6-diazabicyclo[3.2.1]oct-3-en-6-yl)oxy)-2-fluoroacetic acid